ClCC(=O)N1CCCC2=CC(=CC=C12)OCC(=O)NCCOCCOCCOCCOC 2-((1-(2-chloroacetyl)-1,2,3,4-tetrahydroquinolin-6-yl)oxy)-N-(2,5,8,11-tetraoxatridecan-13-yl)acetamide